BrC=1C=C2C(=C(C(=NC2=C(C1)F)C)C(C)=O)C 1-(6-bromo-8-fluoro-2,4-dimethylquinolin-3-yl)ethan-1-one